OCC1=NC(=NO1)C=1C(=C(C=CC1)C1=C(C(=CC=C1)C=1OC2=C(N1)C=C(C=C2)CN[C@H](CO)C(=O)O)C)C ((2-(3'-(5-(hydroxymethyl)-1,2,4-oxadiazol-3-yl)-2,2'-dimethyl-[1,1'-biphenyl]-3-yl)benzo[D]oxazol-5-yl)methyl)-D-serine